C(=O)NCCNCCNCCN N-formyltriethylenetetramine